ClC1=CC=CC=2N(CCCCC21)C(=O)[C@@H]2[C@@H]([C@@H](C(N2C2=NC(=CC(=C2)C(F)(F)F)C)=O)O)O (3S,4S,5S)-5-(6-chloro-2,3,4,5-tetrahydro-1H-benzo[b]azepine-1-Carbonyl)-3,4-dihydroxy-1-(6-methyl-4-(trifluoromethyl)pyridin-2-yl)pyrrolidin-2-one